C1(CC1)N1[C@H](CN(CC1)C1CCN(CC1)C1=C(C=C(C(=C1)OC)NC1=NC=NC(=C1)N1OCC[C@@H]1C1=CC(=CC(=C1)F)F)NC(C=C)=O)C N-(2-(4-((S)-4-cyclopropyl-3-methylpiperazine-1-yl)piperidine-1-yl)-5-((6-((R)-3-(3,5-difluorophenyl)isoxazolidine-2-yl)pyrimidine-4-yl)amino)-4-methoxyphenyl)acrylamide